C(C(C)C)C1=CC=C(C=C1)C(C(=O)NC(C1=CC=CC=C1)=O)C N-(2-(4-isobutylphenyl)propionyl)benzamide